(1S,3R)-N1-(2-bromo-5-(trifluoromethyl)pyrazolo[1,5-a]pyrimidin-7-yl)-N3-(imidazo[1,2-c]pyrimidin-5-yl)cyclohexane-1,3-diamine BrC1=NN2C(N=C(C=C2N[C@@H]2C[C@@H](CCC2)NC2=NC=CC=3N2C=CN3)C(F)(F)F)=C1